BrC1=CC(=C(CCNC(C)=O)C=C1)C(F)(F)F N-(4-Bromo-2-(trifluoromethyl)phenethyl)acetamide